5-chloro-4-(4-((dimethylamino)methyl)-1H-pyrazol-1-yl)pyrimidin-2-ylamine ClC=1C(=NC(=NC1)N)N1N=CC(=C1)CN(C)C